1-(5-(9-(2,2-dimethoxyethyl)-3,9-diazaspiro[5.5]undec-3-carbonyl)-2-methoxyphenyl)dihydropyrimidine-2,4(1H,3H)-dione COC(CN1CCC2(CCN(CC2)C(=O)C=2C=CC(=C(C2)N2C(NC(CC2)=O)=O)OC)CC1)OC